NC1=C(SC2=NC(=CC=C21)C)C(=O)N[C@H]2CC=1C=C(C(=NC1CC2)N2C[C@H]([C@H](C2)COC)N)F 3-amino-N-[(6R)-2-[(3S,4S)-3-amino-4-(methoxymethyl)pyrrolidin-1-yl]-3-fluoro-5,6,7,8-tetrahydroquinolin-6-yl]-6-methylthieno[2,3-b]pyridine-2-carboxamide